2-propyl-2-ethyl-1,5-diisocyanatopentane C(CC)C(CN=C=O)(CCCN=C=O)CC